2-Chloro-4-((3S)-8-(4-(4-((4-(3-((2,6-dioxopiperidin-3-yl)amino)phenyl)piperazin-1-yl)methyl)piperidine-1-carbonyl)-2-fluorophenyl)-3-methyl-2,8-diazaspiro[4.5]decan-2-yl)benzonitrile ClC1=C(C#N)C=CC(=C1)N1CC2(C[C@@H]1C)CCN(CC2)C2=C(C=C(C=C2)C(=O)N2CCC(CC2)CN2CCN(CC2)C2=CC(=CC=C2)NC2C(NC(CC2)=O)=O)F